1-[6-bromo-3-(2-oxaspiro[3.3]heptane-6-yloxy)-2-pyridinyl]-N,N-dimethyl-methylamine BrC1=CC=C(C(=N1)CN(C)C)OC1CC2(COC2)C1